N-((3R,4S)-3-fluoro-1-methylpiperidin-4-yl)-5-(1-isopropyl-1H-benzo[d][1,2,3]triazol-6-yl)-4-methoxypyrrolo[2,1-f][1,2,4]triazin-2-amine F[C@@H]1CN(CC[C@@H]1NC1=NN2C(C(=N1)OC)=C(C=C2)C=2C=CC1=C(N(N=N1)C(C)C)C2)C